ClC=1C=NN(C1C1CC1)CC1=CC(C(=C(N1CC)C1=CC(=C(C=C1)Cl)Cl)C(=O)O)=O 6-[(4-chloro-5-cyclopropyl-pyrazol-1-yl)methyl]-2-(3,4-dichlorophenyl)-1-ethyl-4-oxo-pyridine-3-carboxylic acid